N-(1''-(3-(pyrrolidin-1-ylsulfonyl)benzoyl)dispiro[cyclopropane-1,1'-cyclohexane-4',3''-indolin]-5''-yl)methanesulfonamide N1(CCCC1)S(=O)(=O)C=1C=C(C(=O)N2CC3(C4=CC(=CC=C24)NS(=O)(=O)C)CCC2(CC3)CC2)C=CC1